BrC=1C=CC(=C(C1)[C@H](CCCCC)O)C1=NN=NN1 (S)-1-(5-Bromo-2-(1H-tetrazol-5-yl)phenyl)hexan-1-ol